[Li+].S(=O)(C1=CC=C(C=C1)N)(=O)[NH-] sulfanilamide lithium salt